1-(4-(6-((5-Fluoro-4-(imidazo[1,2-a]pyridin-3-yl)pyrimidin-2-yl)amino)pyridin-3-yl)piperazin-1-yl)ethan-1-one FC=1C(=NC(=NC1)NC1=CC=C(C=N1)N1CCN(CC1)C(C)=O)C1=CN=C2N1C=CC=C2